2-Chloro-3-methyl-6-(4-(2-((1-(methylsulfonyl)piperidin-4-yl)amino)-5-(trifluoromethyl)pyrimidin-4-yl)-1H-imidazol-1-yl)benzonitrile ClC1=C(C#N)C(=CC=C1C)N1C=NC(=C1)C1=NC(=NC=C1C(F)(F)F)NC1CCN(CC1)S(=O)(=O)C